C1(CCCCC1)[C@@H](C(=O)NC=1C=C2CC(CC2=CC1)(N1C(NC(C1)C1=CC=CC=C1)=O)C(NC)=O)NC(=O)C1=CC=NN1C N-((1S)-1-cyclohexyl-2-((2-(methylcarbamoyl)-2-(2-oxo-4-phenylimidazolidin-1-yl)-2,3-dihydro-1H-inden-5-yl)amino)-2-oxoethyl)-1-methyl-1H-pyrazole-5-carboxamide